FC1=CC(=C(C=C1)C=1C2=C(C(=NC1C1=NN3C(CN(CC3)C(C=C)=O)=C1)C=1C=C3CCNCC3=CC1)C=CS2)OCCOC 1-[2-[7-[4-fluoro-2-(2-methoxyethoxy)phenyl]-4-(1,2,3,4-tetrahydroisoquinolin-6-yl)thieno[3,2-c]pyridin-6-yl]-6,7-dihydro-4H-pyrazolo[1,5-a]pyrazin-5-yl]prop-2-en-1-one